OCCC(CN[C@@H]([C@H](O)C)C(=O)O)C(=O)O 2-hydroxyethyl-2-carboxyethyl-(threonine)